(S)-tert-butyl 7-(3-ethoxy-2,2-dimethyl-3-oxopropyl)-6-thioxohexahydro-1H-pyrazino[1,2-c]pyrimidine-2(6H)-carboxylate C(C)OC(C(CN1C(N2[C@@H](CC1)CN(CC2)C(=O)OC(C)(C)C)=S)(C)C)=O